perbromoketone BrC(=O)Br